Br/C=C/C1=CC=CC=C1 (E)-(2-bromovinyl)benzene